1-(oxetan-2-ylmethyl)-1H-benzo[d]imidazol-6-Carboxylic acid O1C(CC1)CN1C=NC2=C1C=C(C=C2)C(=O)O